N-(2-(N-(4-ethoxyphenyl)sulfamoyl)-3-methylphenyl)-2-methoxybenzamide C(C)OC1=CC=C(C=C1)NS(=O)(=O)C1=C(C=CC=C1C)NC(C1=C(C=CC=C1)OC)=O